C(C)(C)(C)OC(=O)N1CCC(CC1)C1=CC=CC=2OC(OC21)(C)C2=C(C=C(C=C2)Cl)F tert-butyl-4-(2-(4-chloro-2-fluorophenyl)-2-methylbenzo[d][1,3]dioxol-4-yl)piperidine-1-carboxylate